C(C(=C)C)(=O)OCCCl 2-chloroethyl methacrylate